C1(CC1)OC=1C(=CC2=CN(N=C2C1)C1CCC(CC1)CCN1CCC(CC1)N1C(=CC2=C(C=CC=C12)N1C(NC(CC1)=O)=O)C)C(=O)O 6-cyclopropoxy-2-((1r,4r)-4-(2-(4-(4-(2,4-dioxotetrahydropyrimidin-1(2H)-yl)-2-methyl-1H-indol-1-yl)piperidin-1-yl)ethyl)cyclohexyl)-2H-indazole-5-carboxylic acid